BrCC1=NC(=NO1)C1=CC=C(C=C1)Br 5-(bromomethyl)-3-(4-bromophenyl)-1,2,4-oxadiazole